BrC1=CC=C2C(=N1)SC(=N2)N(C(OC(C)(C)C)=O)COCC[Si](C)(C)C tert-butyl (5-bromothiazolo[5,4-b]pyridin-2-yl)((2-(trimethylsilyl)ethoxy)methyl)carbamate